N1C(=CC2=CC=CC=C12)CCC(=O)NCC(N)CC=C(CCC=C(C)C)C N'-(3-indolylpropionyl)-(3,7-dimethyl-octa-2,6-dienyl)-ethane-1,2-diamine